CC(=C)C(CC=C)C 2,3-dimethylhexa-1,5-diene